FC1=CC=C(C=C1)N1C(=NN=C1)C1[C@H]2CN(C[C@@H]12)C(=O)C1=NNC(=C1)C(C)C {(1R,5S,6r)-6-[4-(4-fluorophenyl)-4H-1,2,4-triazol-3-yl]-3-azabicyclo[3.1.0]hex-3-yl}(5-isopropyl-1H-pyrazol-3-yl)methanone